4-methylpyrido[3,4-d]pyridazin CC=1N=NC=C2C1C=NC=C2